COC=1C=C(C=C(C1)OC)C=CC(=O)C1=C(C=CC=C1)O 3-(3',5'-Dimethoxyphenyl)-1-(2-hydroxyphenyl)prop-2-en-1-one